C12CN(CC(CC1)N2)C=2C1=C(N=C(N2)OCCN2CCC(CC2)COCC(=O)N)C(=C(N=C1)C1=CC(=CC2=CC=C(C(=C12)C#C)F)O)F 2-((1-(2-((4-(3,8-diazabicyclo[3.2.1]octane-3-yl)-7-(8-ethynyl-7-fluoro-3-hydroxynaphthalen-1-yl)-8-fluoropyrido[4,3-d]pyrimidin-2-yl)oxy)ethyl)piperidin-4-yl)methoxy)acetamide